tert-butyl-4-([4-[2-(butylamino)-7-[4-[(trans-tert-butyl-dimethylsilyl)oxy]-cyclohexyl]-7H-pyrrolo[2,3-d]-pyrimidin-5-yl]-cyclohex-3-en-1-yl]methyl)piperazine-1-carboxylate C(C)(C)(C)OC(=O)N1CCN(CC1)CC1CC=C(CC1)C1=CN(C=2N=C(N=CC21)NCCCC)C2CCC(CC2)O[Si](C)(C)C(C)(C)C